ClC=1C=C2C(=C(C=NC2=CC1C(F)(F)F)S(=O)(=O)Cl)O 6-chloro-4-hydroxy-7-(trifluoromethyl)quinoline-3-sulfonyl chloride